trans-3-(3-bromo-2,5-difluorophenyl)-2,2-dichloropropane-1-carboxylic acid BrC=1C(=C(C=C(C1)F)CC(CC(=O)O)(Cl)Cl)F